[(7R,9aR)-7-(3-chloro-4-fluorophenyl)-1,3,4,6,7,8,9,9a-octahydropyrido[1,2-a]pyrazin-2-yl]-(4-chloro-1H-pyrazolo[3,4-b]pyridin-5-yl)methanone ClC=1C=C(C=CC1F)[C@H]1CC[C@H]2N(CCN(C2)C(=O)C=2C(=C3C(=NC2)NN=C3)Cl)C1